2-((4-chloro-5-fluoro-2-(2-methoxy-7-methylquinoxalin-5-yl)benzo[d]thiazol-6-yl)oxy)ethyl (2-methylpyrimidin-5-yl)carbamate CC1=NC=C(C=N1)NC(OCCOC1=CC2=C(N=C(S2)C2=C3N=CC(=NC3=CC(=C2)C)OC)C(=C1F)Cl)=O